ClC=1C(=NC2=CC(=C(N=C2C1N[C@H](C)C1=C(C=CC=C1)F)C=1C=NC(=CC1)OCP(=O)(C)C)F)C 3-chloro-6-{6-[(dimethylphosphoryl)methoxy]pyridin-3-yl}-7-fluoro-N-[(1R)-1-(2-fluorophenyl)ethyl]-2-methyl-1,5-naphthyridin-4-amine